P([O-])([O-])(=S)N.[N+3].P([O-])([O-])(=S)N.P([O-])([O-])(=S)N.[N+3] nitrogen thiophosphoramidate